ClC1=NC(=C2N=C(N(C2=N1)CC)C=C)N1CCOCC1 4-(2-chloro-9-ethyl-8-vinyl-9H-purin-6-yl)morpholine